C(C)(C)C1C2CCC1C1=C(C=CC=C21)NC(=O)C=2C(=NN(C2)C)C(F)F 3-difluoromethyl-1-methyl-1H-pyrazole-4-carboxylic acid [9-isopropyl-1,2,3,4-tetrahydro-1,4-methano-naphthalen-5-yl]-amide